(S)-(1-(5-(2-(Ethyl(isopropyl)carbamoyl)-4-fluorophenoxy)pyrimidin-4-yl)pyrrolidin-3-yl)carbamate C(C)N(C(=O)C1=C(OC=2C(=NC=NC2)N2C[C@H](CC2)NC([O-])=O)C=CC(=C1)F)C(C)C